4-(6-(2-aminopyr-4-yl)-2-fluorophenyl)piperazine-1-carboxylate NC1OC=CC(=C1)C1=CC=CC(=C1N1CCN(CC1)C(=O)[O-])F